BrC1=CC=C(C(=N1)C1CC1)NS(=O)(=O)C N-(6-bromo-2-cyclopropylpyridin-3-yl)methanesulfonamide